CN(C1=CC=C(C=O)C=C1)C 4-(Dimethylamino)benzaldehyde